(S)-2-amino-N-(4-(2,3-dimethylpyridin-4-yl)-3-fluorophenyl)-3,3-diphenyl-Propionamide dihydrochloride Cl.Cl.N[C@H](C(=O)NC1=CC(=C(C=C1)C1=C(C(=NC=C1)C)C)F)C(C1=CC=CC=C1)C1=CC=CC=C1